The molecule is the R-enantiomer of serine. It has a role as a NMDA receptor agonist, a human metabolite and an Escherichia coli metabolite. It is a D-alpha-amino acid and a serine. It is a conjugate base of a D-serinium. It is a conjugate acid of a D-serinate. It is an enantiomer of a L-serine. It is a tautomer of a D-serine zwitterion. C([C@H](C(=O)O)N)O